C(C)(C)(C)OC(=O)N(C1=NC=CC(=C1Cl)SC1=C(N=C(C(=N1)C(=O)OCC)N1CCC(CC1)(C)NC(=O)OC(C)(C)C)C)C(=O)OC(C)(C)C Ethyl 6-((2-(bis(tert-butoxycarbonyl) amino)-3-chloropyridin-4-yl) thio)-3-(4-((tert-butoxycarbonyl) amino)-4-methylpiperidin-1-yl)-5-methylpyrazine-2-carboxylate